2-[4-(difluoromethylidene)cyclohex-1-en-1-yl]-4,4,5,5-tetramethyl-1,3,2-dioxaborolane FC(=C1CC=C(CC1)B1OC(C(O1)(C)C)(C)C)F